OC1=CC(NC(=C1)CC1=CSC=C1)=O 4-hydroxy-6-(thien-3-ylmethyl)-pyridin-2(1H)-one